C1(=CC=C(C=C1)N(C1=CC=C(C=C2CC3=CC=CC=C3C2)C=C1)C1=CC=C(C=C1)C)C 2-(4-(Di-p-Tolylamino)benzylidene)-1H-indene